4-(hydroxyl-Methyl)cyclohexylformamide OCC1CCC(CC1)NC=O